3-hydroxy-3-(6-((tert-butyldimethylsilyloxy)methyl)pyridin-2-yl)azetidine-1-carboxylic acid tert-butyl ester C(C)(C)(C)OC(=O)N1CC(C1)(C1=NC(=CC=C1)CO[Si](C)(C)C(C)(C)C)O